4-iodo-1-[(4-methoxyphenyl)methyl]pyrazole 2-propynyl-(2R)-2-[4-[(5-chloro-3-fluoro-2-pyridinyl)oxy]phenoxy]propanoate C(#CC)[C@@](C(=O)O)(C)OC1=CC=C(C=C1)OC1=NC=C(C=C1F)Cl.IC=1C=NN(C1)CC1=CC=C(C=C1)OC